FC1(CN(CC=C1C1=NN(C=C1)C1OCCCC1)C(=O)OC(C)(C)C)F tert-butyl 3,3-difluoro-4-(1-(tetrahydro-2H-pyran-2-yl)-1H-pyrazol-3-yl)-3,6-dihydropyridine-1(2H)-carboxylate